FC1=C(C=C(C=C1)F)N1C(C(=C2N1CCCC2)C(=O)NC2=CC(=C(C=C2)OC2=NC=NC1=CC(=C(C=C21)OC)OCC2=CC=CC=C2)F)=O (2,5-difluorophenyl)-N-(4-((7-benzyloxy-6-methoxyquinazolin-4-yl)oxy)-3-fluorophenyl)-2-oxo-1,2,4,5,6,7-hexahydropyrazolo[1,5-a]pyridine-3-carboxamide